Cl.FC=1C=C(C=CC1)C1=CC(=CC=C1)C[C@@H]1NCC[C@@H]1NS(=O)(=O)C N-((2S,3S)-2-((3'-fluorobiphenyl-3-yl)methyl)pyrrolidin-3-yl)methanesulfonamide hydrochloride